(3-Chlorophenyl)(1-(pyridin-2-ylethynyl)-3-azabicyclo[3.1.0]hexan-3-yl)methanon ClC=1C=C(C=CC1)C(=O)N1CC2(CC2C1)C#CC1=NC=CC=C1